2-(4-(Ethylsulfonyl)phenyl)-N-(4-(6-methyl-1-(1-(p-tolyl)ethyl)-1H-benzo[d]imidazol-2-yl)phenyl)acetamide rubidium [Rb].C(C)S(=O)(=O)C1=CC=C(C=C1)CC(=O)NC1=CC=C(C=C1)C1=NC2=C(N1C(C)C1=CC=C(C=C1)C)C=C(C=C2)C